N-(4-(4-amino-1-(1-(6-formylpyridin-3-yl)pyrrolidin-3-yl)-1H-pyrazolo[3,4-d]pyrimidin-3-yl)benzyl)-5-fluoro-2-methoxybenzamide NC1=C2C(=NC=N1)N(N=C2C2=CC=C(CNC(C1=C(C=CC(=C1)F)OC)=O)C=C2)C2CN(CC2)C=2C=NC(=CC2)C=O